(E)-4-(Dimethylamino)-N-(2-(5-ethyl-2-hydroxy-4-methoxybenzoyl)isoindolin-4-yl)-N-methylbut-2-enamide CN(C/C=C/C(=O)N(C)C1=C2CN(CC2=CC=C1)C(C1=C(C=C(C(=C1)CC)OC)O)=O)C